COC(CN1C(C2=CC=C(C=C2C(=N1)C(C)C)C=C)=O)=O 2-(4-isopropyl-1-oxo-6-vinylphthalazin-2(1H)-yl)acetic acid methyl ester